1,15-diiodo-7-pentadecene ICCCCCCC=CCCCCCCCI